2,4,6-trimethylbenzoat CC1=C(C(=O)[O-])C(=CC(=C1)C)C